N-(4-amino-1H-pyrazolo[4,3-c]pyridin-7-yl)-2-oxo-2-[(2R,5S)-5-methyl-2-(6-quinolyl)-1-piperidyl]acetamide NC1=NC=C(C2=C1C=NN2)NC(C(N2[C@H](CC[C@@H](C2)C)C=2C=C1C=CC=NC1=CC2)=O)=O